(6'-Hydroxy-8'-oxo-3'-phenyl-8'H-spiro[Cyclobutan-1,5'-indolizin]-7'-carbonyl)glycin OC=1C2(N3C(=CC=C3C(C1C(=O)NCC(=O)O)=O)C1=CC=CC=C1)CCC2